N5-(2-nitro-5-(trifluoromethoxy)phenyl)pyridine-2,5-diamine [N+](=O)([O-])C1=C(C=C(C=C1)OC(F)(F)F)NC=1C=CC(=NC1)N